CC1=CC=C(C=C1)C1CC(N(O1)C)(C)C=1C=NC=CC1 3-[5-(4-methylphenyl)-2,3-dimethylisoxazolidin-3-yl]-pyridine